FC(C=1C=C(C=C(C1)C(F)(F)F)S(=O)(=O)[O-])(F)F 3,5-bis(trifluoromethyl)benzenesulfonic acid anion